C(C1=CC=CC=C1)OC(=O)N1CCC(CC1)(C(=O)O)CC(=C)C 1-[(benzyloxy)carbonyl]-4-(2-methylprop-2-en-1-yl)piperidine-4-carboxylic acid